N-vinyl-oxazolidinone N6-methyladenosine-5'-triphosphate P(O)(=O)(OP(=O)(O)OP(=O)(O)O)OC[C@@H]1[C@H]([C@H]([C@@H](O1)N1C=NC=2C(NC)=NC=NC12)O)O.C(=C)N1C(OCC1)=O